(1r,2s,6r,7s)-4-(6-phenoxy-1,3-benzothiazol-2-yl)-4-azatricyclo[5.2.1.02,6]dec-8-ene-3,5-dione O(C1=CC=CC=C1)C1=CC2=C(N=C(S2)N2C([C@H]3[C@H]4C=C[C@@H]([C@H]3C2=O)C4)=O)C=C1